FC(C1=NN2C(N=C(C=C2NCC(CO)(C2=CC=C(C=C2)F)C2CN(C2)C(=O)N)C(F)(F)F)=C1)(F)F 3-(1-((2,5-Bis(trifluoromethyl)pyrazolo[1,5-a]pyrimidin-7-yl)amino)-2-(4-fluorophenyl)-3-hydroxypropan-2-yl)azetidine-1-carboxamide